(2s,4s)-2-(4-(3-methyl-4-(trifluoromethoxy)phenyl)piperidine-1-carbonyl)-7-oxa-5-azaspiro[3.4]Octane-6-one CC=1C=C(C=CC1OC(F)(F)F)C1CCN(CC1)C(=O)C1CC2(C1)NC(OC2)=O